4-methyl-3-((pyrimidin-5-ylamino)methyl)benzoic acid CC1=C(C=C(C(=O)O)C=C1)CNC=1C=NC=NC1